C(=O)(OC(C)(C)C)N1C[C@H](OCC1)C(=O)O (S)-4-BOC-morpholine-2-carboxylic acid